2-[1-(ethylsulfonyl)-3-(4-{2-[(1-methyl-1H-pyrazol-4-yl)amino]thieno[3,2-d]pyrimidin-4-yl}-1H-pyrazol-1-yl)azetidin-3-yl]acetonitrile C(C)S(=O)(=O)N1CC(C1)(N1N=CC(=C1)C=1C2=C(N=C(N1)NC=1C=NN(C1)C)C=CS2)CC#N